NC1=C(C=NN1C1=CC2=C(NC(=N2)C(CC)F)C=C1)C(=O)C=1N(C2=CC=CC=C2C1)S(=O)(=O)C1=CC=CC=C1 (5-amino-1-(2-(1-fluoropropyl)-1H-benzo[d]imidazol-5-yl)-1H-pyrazol-4-yl)(1-(phenylsulfonyl)-1H-indol-2-yl)methanone